2-Methyl-N-(3-(2-oxopropyl)-1,2,4-thiadiazol-5-yl)-5-(3-propylphenyl)furan-3-carboxamide CC=1OC(=CC1C(=O)NC1=NC(=NS1)CC(C)=O)C1=CC(=CC=C1)CCC